barium-yttrium-copper-tungsten [W].[Cu].[Y].[Ba]